BrC1=C(C2=C(NC(S2)=S)C=C1)Cl 6-bromo-7-chloro-2,3-dihydro-1,3-benzothiazole-2-thione